tert-butyl 4-[1-(4-amino-2-fluoro-phenyl)-4-piperidyl]-4-fluoro-piperidine-1-carboxylate NC1=CC(=C(C=C1)N1CCC(CC1)C1(CCN(CC1)C(=O)OC(C)(C)C)F)F